(R,S)-1-(3-(2-(5H-Pyrrolo[2,3-b]pyrazin-7-yl)thiazol-4-yl)phenyl)-1-(1H-imidazol-2-yl)ethanol N1=C2C(=NC=C1)NC=C2C=2SC=C(N2)C=2C=C(C=CC2)[C@@](C)(O)C=2NC=CN2